N1=C(N=CN=C1)N [1,3,5]Triazine-2-amine